3,5-dimethoxybenzyl alcohol COC=1C=C(CO)C=C(C1)OC